C[C@H](C(=O)SCCNC(=O)CCNC(=O)[C@@H](C(C)(C)COP(=O)([O-])OP(=O)([O-])OC[C@@H]1[C@H]([C@H]([C@@H](O1)N2C=NC3=C(N=CN=C32)N)O)OP(=O)([O-])[O-])O)C4(CC[C@@H]5[C@@]4(CC[C@H]6[C@H]5CCC7=CC(=O)CC[C@]67C)C)O The molecule is an acyl-CoA(4-) obtained by deprotonation of the phosphate and diphosphate OH groups of 17-hydroxy-3-oxopregn-4-en-20-carboxy-CoA; major species at pH 7.3. It is a conjugate base of a 17-hydroxy-3-oxopregn-4-en-20-carboxy-CoA.